O=C1NCC[C@H]1C[C@@H](C(=O)OC)NC(=O)[C@@H]1CC2(CC2)CCN1 (S)-methyl 3-((S)-2-oxopyrrolidin-3-yl)-2-((S)-6-azaspiro[2.5]octane-5-carboxamido)propanoate